C(=O)(O)C[N+](CCO)(CCO)CCCCCCCCCCCC N-carboxymethyl-N,N-bis(2-hydroxyethyl)-1-dodecylammonium